5-bromo-2-(2-(3-(fluoromethyl)azetidin-1-yl)ethoxy)pyridine BrC=1C=CC(=NC1)OCCN1CC(C1)CF